2-[di(2H3)methylamino]-1-[4-(2-{7,8-dimethyl-[1,2,4]triazolo[1,5-a]pyridin-6-yl}-3-(propan-2-yl)-1H-pyrrolo[3,2-b]pyridin-5-yl)piperazin-1-yl]ethan-1-one C([2H])([2H])([2H])N(CC(=O)N1CCN(CC1)C1=CC=C2C(=N1)C(=C(N2)C=2C(=C(C=1N(C2)N=CN1)C)C)C(C)C)C([2H])([2H])[2H]